(S)-methyl 1-((S)-2-((2S,3R)-2-amino-3-(tert-butoxy)butanamido)-3-(4-methoxyphenyl)propanoyl)-2-methylpyrrolidine-2-carboxylate N[C@H](C(=O)N[C@H](C(=O)N1[C@@](CCC1)(C(=O)OC)C)CC1=CC=C(C=C1)OC)[C@@H](C)OC(C)(C)C